N-[3-chloro-4-[[1-[2-(dimethylamino)acetyl]-4-piperidyl]methylcarbamoyl]phenyl]-5-[2,3-difluoro-4-[1-(2-methoxyethyl)-5-methyl-pyrazol-4-yl]phenyl]-1-methyl-imidazole-2-carboxamide ClC=1C=C(C=CC1C(NCC1CCN(CC1)C(CN(C)C)=O)=O)NC(=O)C=1N(C(=CN1)C1=C(C(=C(C=C1)C=1C=NN(C1C)CCOC)F)F)C